CC1(COCC1)NC1=NC(=CC=C1N)C=1C=NC=CC1 N2-(3-methyltetrahydrofuran-3-yl)-6-(3-pyridyl)pyridine-2,3-diamine